4-[4-(6-iodo-9-methylsulfonyloxy-1,5-dihydro-3H-2,4-benzodioxepin-3-yl)-2-thiazolyl]-1-[2-[3,5-bis(trifluoromethyl)-1H-pyrazol-1-yl]acetyl]piperidine IC1=CC=C(C=2COC(OCC21)C=2N=C(SC2)C2CCN(CC2)C(CN2N=C(C=C2C(F)(F)F)C(F)(F)F)=O)OS(=O)(=O)C